N1C(NC(C=C1)=O)=O pyrimidin-2,4(1H,3H)-dione